C(CC)[NH-] N-propyl-amide